FC1(OC2=C(O1)C=CC(=C2)[C@H](C)NC2=C(C=CC=C2)F)F ((S)-1-(2,2-difluorobenzo[d][1,3]dioxol-5-yl)ethyl)-2-fluoroaniline